N-(1-(tert-butyl)-5-(3-(hydroxymethyl)cyclobutyl)-1H-pyrazol-3-yl)-2-(3-methylisoxazol-5-yl)acetamide C(C)(C)(C)N1N=C(C=C1C1CC(C1)CO)NC(CC1=CC(=NO1)C)=O